OC(CC=1SC(=CN1)C1N=CN=CC1(C(F)(F)F)NC1CCN(CC1)S(=O)(=O)C=1C=NN(C1)CC#N)(C)C 2-(4-((4-((4-(2-(2-hydroxy-2-methylpropyl)thiazol-5-yl)-5-(trifluoromethyl)pyrimidin-5-yl)amino)piperidin-1-yl)sulfonyl)-1H-pyrazol-1-yl)acetonitrile